FC=1C(=C(C=CC1F)[C@H]1[C@@H](O[C@]([C@H]1C)(C(F)(F)F)C)C(=O)NC1=CC(=NC=C1[2H])C(=O)N)OC 4-((2R,3S,4S,5R)-3-(3,4-difluoro-2-methoxyphenyl)-4,5-dimethyl-5-(trifluoromethyl)tetrahydrofuran-2-carboxamido)picolinamide-5-d